ClC1=C(C=CC(=C1I)F)N(S(=O)(=O)C1=C(C=CC(=C1)F)F)S(=O)(=O)C1=C(C=CC(=C1)F)F N-(2-chloro-4-fluoro-3-iodophenyl)-N-((2,5-difluorophenyl)sulfonyl)-2,5-difluoro-benzenesulfonamide